Cl.NC1CC(CCC1)CN1C(\C(\C2=CC=C(C=C12)C(=O)NCC#C)=C/C=1NC(=CC1C)C)=O (Z)-1-((3-aminocyclohexyl)methyl)-3-((3,5-dimethyl-1H-pyrrol-2-yl)methylene)-2-oxo-N-(prop-2-yn-1-yl)indole-6-carboxamide hydrochloride